NC1=NC=NN2C1=C(C=C2C=2C=C(C(=O)N[C@@H]1CN(C[C@@H]1F)C(=O)C1CC(C1)(F)F)C=C(C2)OC)C(F)(F)F 3-[4-amino-5-(trifluoromethyl)pyrrolo[2,1-f][1,2,4]triazin-7-yl]-N-[(3R,4S)-1-(3,3-difluorocyclobutanecarbonyl)-4-fluoropyrrolidin-3-yl]-5-methoxybenzamide